COC(C1=C(N=C(C=C1)C1=CC(=CC=C1)Br)CN(S(=O)(=O)C1=CC=C(C=C1)C)CC(=O)OC)=O 6-(3-bromo-phenyl)-2-{[methoxycarbonylmethyl-(4-methylphenylsulfonyl)-amino]-methyl}-nicotinic acid methyl ester